{3-[4-(4,4,5,5-Tetramethyl-1,3,2-dioxaborolan-2-yl)-1H-pyrazol-1-yl]azetidin-3-yl}acetonitrile hydrochloride Cl.CC1(OB(OC1(C)C)C=1C=NN(C1)C1(CNC1)CC#N)C